N=C1SC=CN1CC1=CC=C(C#N)C=C1 4-((2-iminothiazol-3(2H)-yl)methyl)benzonitrile